BrC1=C2C(=C(C(=C(C2=C(C2=C(C(=C(C(=C12)[2H])[2H])[2H])[2H])C=1C=CC2=C(OC3=C2C=CC=C3)C1)[2H])[2H])[2H])[2H] 3-(10-bromoanthracen-9-yl-1,2,3,4,5,6,7,8-d8)dibenzo[b,d]furan